2,6-dichlorobenzoquinone ClC=1C(C(=CC(C1)=O)Cl)=O